C(C)OC=1N=C2C(=CC=NC2=CC1OC)OC1=CC=C(C=C1)NC(=O)C=1C=NC(=C(C1O)C1=C(C=C(C=C1)F)C)C N-[4-[(6-ethoxy-7-methoxy-1,5-naphthyridin-4-yl)oxy]phenyl]-5-(4-fluoro-2-methylphenyl)-4-hydroxy-6-methylpyridine-3-carboxamide